(R)-4-(1-((tert-butoxycarbonyl)amino)ethyl)bromobenzene C(C)(C)(C)OC(=O)N[C@H](C)C1=CC=C(C=C1)Br